CC=1OC2=C(C1C(=O)O)C=C(C=C2)O[C@@H]2C[C@@H](C2)C(F)(F)F 2-methyl-5-(cis-3-(trifluoromethyl)cyclobutoxy)benzofuran-3-carboxylic acid